bromovinyl carbonate C(OC=CBr)([O-])=O